ICC\C=C/CCC(OCC)OC(CC\C=C/CCI)OCC (3Z)-6-iodo-3-hexenylethyloxymethyl ether